CC1=C(N=NC(=C1)N[C@H]1CN(CCC1)C)C1=NC=C(C=C1O)C(F)(F)F (R)-2-(4-methyl-6-((1-methylpiperidin-3-yl)amino)pyridazin-3-yl)-5-(trifluoromethyl)pyridin-3-ol